Calcium Hydrophosphate P(=O)([O-])([O-])O.[Ca+2]